6-chloro-3-(2'-fluoro-5'-methoxy-[1,1'-biphenyl]-4-yl)-2H-benzo[b][1,4]oxazine ClC1=CC2=C(OCC(=N2)C2=CC=C(C=C2)C2=C(C=CC(=C2)OC)F)C=C1